FC(C1=C2C(N(CN(C2=CC=C1)C1=C(C=C(C=C1)F)C)C1=C(NC(C=C1)=O)C)=O)F 5-(difluoromethyl)-1-(4-fluoro-2-methylphenyl)-3-(2-methyl-6-oxo-1,6-dihydropyridin-3-yl)-2,3-dihydroquinazolin-4(1H)-one